(R)-(1,3-Dimethyl-azetidin-3-yl)-(4-fluoro-3-methoxy-phenyl)-(4-trifluoromethoxy-phenyl)-methanol CN1CC(C1)(C)[C@@](O)(C1=CC=C(C=C1)OC(F)(F)F)C1=CC(=C(C=C1)F)OC